4-[3-[2,2-difluoroethyl-(5,6-difluoro-2-oxo-1H-quinazolin-4-yl)amino]-5-fluoro-phenyl]-2,2-dimethyl-but-3-ynenitrile FC(CN(C=1C=C(C=C(C1)F)C#CC(C#N)(C)C)C1=NC(NC2=CC=C(C(=C12)F)F)=O)F